COC1=C(C#N)C=C(C=N1)C=1C=C2C(=NC=NC2=CC1)N[C@H](C(N1CCCCC1)=O)C[Se]C (R)-2-methoxy-5-(4-((3-(methylselenyl)-1-oxo-1-(1-piperidinyl)-2-propanyl)amino)-6-quinazolinyl)nicotinonitrile